Cl.CC=1OC2=C(C1CNC)C=CC=C2OC2=C(C#N)C=CC=C2 ((2-methyl-3-((methylamino)methyl)benzofuran-7-yl)oxy)benzonitrile hydrochloride